FC=1C=C(C=2C(\C(\CCC2C1C)=C/O)=O)NC(C)=O (Z)-N-(3-fluoro-7-(hydroxymethylene)-4-methyl-8-oxo-5,6,7,8-tetrahydronaphthalen-1-yl)acetamide